[Si](C1=CC=CC=C1)(C1=CC=CC=C1)(C(C)(C)C)OCC(CN1[C@@H](C=2NC3=CC=CC=C3C2C[C@H]1C)C1=CN=C(S1)O[C@H]1CN(CC1)CCCF)(F)F 5-((1S,3R)-2-(3-((tert-butyldiphenylsilyl)oxy)-2,2-difluoropropyl)-3-methyl-2,3,4,9-tetrahydro-1H-pyrido[3,4-b]indol-1-yl)-2-(((R)-1-(3-fluoropropyl)pyrrolidin-3-yl)oxy)thiazole